trans-rac-ethyl-3-(3,5-bis(trifluoromethyl)phenyl)-2,2-dichlorocyclopropane-1-carboxylate C(C)OC(=O)[C@@H]1C([C@H]1C1=CC(=CC(=C1)C(F)(F)F)C(F)(F)F)(Cl)Cl |r|